(S)-N-(1-Hydroxy-3-phenylpropan-2-yl)-4-(2-((4-morpholinophenyl)amino)pyrimidin-4-yl)benzamide OC[C@H](CC1=CC=CC=C1)NC(C1=CC=C(C=C1)C1=NC(=NC=C1)NC1=CC=C(C=C1)N1CCOCC1)=O